3-thiophenecarboxylic acid ethyl ester C(C)OC(=O)C1=CSC=C1